O=C1NC(CCC1N1C(N(C2=C1C=CC(=C2)N2CCC(CC2)CN2CCN(CC2)C2CC(C2)NC(OC(C)(C)C)=O)C)=O)=O tert-butyl N-[3-[4-[[1-[1-(2,6-dioxo-3-piperidyl)-3-methyl-2-oxo-benzimidazol-5-yl]-4-piperidyl]methyl]piperazin-1-yl]cyclobutyl]carbamate